3-bromo-2-(2-chloroethyl)-6-fluoro-1,8-dimethylquinolin-4(1H)-one BrC1=C(N(C2=C(C=C(C=C2C1=O)F)C)C)CCCl